COC1=CC=C(C=C1)CN1N=CC=2CN(CCC21)C(=O)OC(C)(C)C tert-butyl 1-[(4-methoxyphenyl)methyl]-6,7-dihydro-4H-pyrazolo[4,5-c]pyridine-5-carboxylate